ClC1=CC=CC(=N1)C(CN)(C)C=1C=NN(C1)C 2-(6-chloro-2-pyridyl)-2-(1-methylpyrazol-4-yl)propan-1-amine